BrC=1C(=CC(=NC1)C#C[Si](C)(C)C(C)(C)C)C 5-bromo-2-((tert-butyldimethylsilyl)ethynyl)-4-methylpyridine